ClC1=C(C(=O)NC2=C3C=NN(C3=CC=C2)C2=CC=C(C=C2)Cl)C=C(C=C1)CNC(=O)C1(CC1)C(F)(F)F 2-Chloro-N-[1-(4-chlorophenyl)-1H-indazol-4-yl]-5-[({[1-(trifluoromethyl)cyclopropyl]carbonyl}amino)methyl]benzamide